COC1=NC=C(C=C1)\C=C\[N+](=O)[O-] (E)-2-methoxy-5-(2-nitrovinyl)pyridine